C(C)(C)NCCC(C1=CC=CC=C1)C1=CC=CC=C1 N-isopropyl-3,3-diphenylpropan-1-amine